CP(=O)(C)C1=CC(=C(C(=O)NC2=CC(NC=C2)=O)C=C1)OC1=C(C=C(C=C1)F)C 4-(dimethylphosphoryl)-2-(4-fluoro-2-methylphenoxy)-N-(2-oxo-1,2-dihydropyridin-4-yl)benzamide